ClC1=CC=C(C=C1)C=1N=C2N(C=CC=C2)C1CN1CCN(CC1)C(=O)C1=C(C=CC=C1)F (4-{[2-(4-Chlorophenyl)imidazo[1,2-a]pyridin-3-yl]methyl}piperazin-1-yl)(2-fluorophenyl)methanone